tert-butyl 4-[(4S)-4-[tert-butyl(diphenyl)silyl]oxy-2-oxo-pyrrolidin-1-yl]piperidine-1-carboxylate [Si](C1=CC=CC=C1)(C1=CC=CC=C1)(C(C)(C)C)O[C@H]1CC(N(C1)C1CCN(CC1)C(=O)OC(C)(C)C)=O